piperidine-4-one N1CCC(CC1)=O